N-(5-(5-methyl-4,5,6,7-tetrahydrofuro[3,2-c]pyridin-2-yl)-4-((4-methyl-6-(methylsulfonyl)pyridin-2-yl)amino)pyridin-2-yl)acetamide CN1CC2=C(CC1)OC(=C2)C=2C(=CC(=NC2)NC(C)=O)NC2=NC(=CC(=C2)C)S(=O)(=O)C